benzyl N-(4,4-difluoropyrrolidin-3-yl)carbamate 2,2,2-trifluoroacetate FC(C(=O)O)(F)F.FC1(C(CNC1)NC(OCC1=CC=CC=C1)=O)F